(S)-6-(3-(3,5-dichlorophenyl)-1,2,4-oxadiazol-5-yl)-2,2-dimethyl-3,4-dihydro-2H-pyrano[2,3-b]pyridin-3-ol ClC=1C=C(C=C(C1)Cl)C1=NOC(=N1)C=1C=C2C(=NC1)OC([C@H](C2)O)(C)C